C(C)(C)(C)N(C(=O)OC(C)(C)C1=C(C(=CC=C1)CN1N=NC(=C1)C=1C2=C(N=C(N1)N)C(=CS2)Br)F)CC2=CC(=CC(=C2)C=2C=NN(C2)C2=CC=C(C=C2)F)F 2-(3-((4-(2-amino-7-bromothieno[3,2-d]pyrimidin-4-yl)-1H-1,2,3-triazol-1-yl)methyl)-2-fluorophenyl)propan-2-ol tert-Butyl-3-fluoro-5-(1-(4-fluorophenyl)-1H-pyrazol-4-yl)benzylcarbamate